BrC1=C2C=CC=CC2=C(C2=CC=CC=C12)C1=NC=CN=C1 2-(10-bromoanthracene-9-yl)pyrazine